CN1N=CC(=C1)C=1C=C2C=C(N=CC2=CC1)NC(C(C)N1CCCC1)=O N-(6-(1-methyl-1H-pyrazol-4-yl)isoquinolin-3-yl)-2-(pyrrolidin-1-yl)propanamide